C1(CCCCCC1)NC1=N\C(\C(N1C)=O)=C/C=1C=C2N=CC=NC2=CC1 (5Z)-2-(Cycloheptylamino)-3-methyl-5-(quinoxalin-6-ylmethylene)imidazol-4-one